C1=CC=CC=2C3=CC=CC=C3C(C12)C(=O)Cl 9-fluorenyl-carbonyl chloride